phenanthr-3-amine C1=CC(=CC=2C3=CC=CC=C3C=CC12)N